BrC1=CC=CC(=N1)C1=NN=C(O1)CCCC (2S)-4-[5-(6-bromopyridin-2-yl)-1,3,4-oxadiazol-2-yl]butan